FC(C(C(F)(F)F)(O)C1=CC=C(C=C1)C1=C(C=C(C=C1)CN1CC(N(CC1)CC1=CC=NC=C1)CC(=O)OC(C)C)C)(F)F isopropyl 2-(4-((4'-(1,1,1,3,3,3-hexafluoro-2-hydroxypropan-2-yl)-2-methyl-[1,1'-biphenyl]-4-yl)methyl)-1-(pyridin-4-ylmethyl)piperazin-2-yl)acetate